N-(2-ethoxy-4-(6-fluoro-3,4-dihydro-isoquinoline-2(1H)-yl)-6-methylphenyl)-3,3-dimethylbutyramide C(C)OC1=C(C(=CC(=C1)N1CC2=CC=C(C=C2CC1)F)C)NC(CC(C)(C)C)=O